4-[3-hexyl-5-(trimethylstannyl)-2-thienyl]-N-[4-[3-hexyl-5-(trimethylstannyl)-2-thienyl]phenyl]-N-phenyl-aniline C(CCCCC)C1=C(SC(=C1)[Sn](C)(C)C)C1=CC=C(N(C2=CC=CC=C2)C2=CC=C(C=C2)C=2SC(=CC2CCCCCC)[Sn](C)(C)C)C=C1